2-[Bis(2-hydroxyethyl)amino]Propane OCCN(C(C)C)CCO